4-[4-(2-{5-chloro-2-oxo-1,2-dihydrospiro[indole-3,4'-piperidin]-1'-yl}ethoxy)-2,6-difluorobenzoyl]-1lambda6-thiomorpholine-1,1-dione ClC=1C=C2C(=CC1)NC(C21CCN(CC1)CCOC1=CC(=C(C(=O)N2CCS(CC2)(=O)=O)C(=C1)F)F)=O